CC1=CC=C(C=C1)Br P-bromotoluene